N1=CC=CC=2C=NC=3N(C4=CC=C(C=C4C3)C#N)C21 pyrido[3',2':5,6]pyrimido[1,2-a]indole-9-carbonitrile